BrC=1OC(=CC1)P(=O)(OCC)OCC 2-bromo-5-diethoxyphosphoryl-furan